C1(CCCCC1)SN1C(C=2C(C1=O)=CC=CC2)=O N-(cyclohex-ylthio)phthalimide